C12CC(CC2C1)OC1=C(C=C(C=C1F)NC(=O)C=1N=C(OC1CC(F)(F)F)N1C2C(CC1)CCC2)F N-(4-(cis-bicyclo[3.1.0]hexan-3-yloxy)-3,5-difluorophenyl)-2-(hexahydrocyclopenta[b]pyrrol-1(2H)-yl)-5-(2,2,2-trifluoroethyl)oxazole-4-carboxamide